C1(CCC1)NC1=NN2C(C=N1)=C(C=C2)C=2C=NC1=NC=CC=C1C2 N-cyclobutyl-5-(1,8-naphthyridin-3-yl)pyrrolo[2,1-f][1,2,4]triazin-2-amine